(R)-tert-butyl (1-(7-(dimethylamino)-2-(1-ethyl-1H-indol-2-yl)-1-methyl-1H-benzo[d]imidazole-5-carbonyl)piperidin-3-yl)carbamate CN(C1=CC(=CC2=C1N(C(=N2)C=2N(C1=CC=CC=C1C2)CC)C)C(=O)N2C[C@@H](CCC2)NC(OC(C)(C)C)=O)C